(S)-2-(2-((2-(isoquinolin-1-yl)propan-2-yl)amino)-2-oxoethyl)pyrrolidine-1-carboxylic acid tert-butyl ester C(C)(C)(C)OC(=O)N1[C@@H](CCC1)CC(=O)NC(C)(C)C1=NC=CC2=CC=CC=C12